N1=CC=C(C=C1)CN1C=CC2=CC(=CC=C12)C1=CC=CC(=N1)C(=O)N 6-(1-(pyridin-4-ylmethyl)-1H-indol-5-yl)picolinamide